tert-butyl 6-bromo-8-chloro-1,5-dioxo-1,5-dihydro-2H-spiro[imidazo[1,5-a]pyridine-3,4'-piperidine]-1'-carboxylate BrC1=CC(=C2N(C1=O)C1(CCN(CC1)C(=O)OC(C)(C)C)NC2=O)Cl